((S)-1-(5-(7-methoxy-2-methylquinolin-6-yl)oxazol-2-yl)-7-oxononyl)-5-azaspiro[2.3]hexane-1-carboxamide COC1=C(C=C2C=CC(=NC2=C1)C)C1=CN=C(O1)[C@@H](CCCCCC(CC)=O)C1(CC12CNC2)C(=O)N